C(C1=CC=CC=C1)C1(CC(=NO1)CNC(=O)C=1N=CC2=CC=CC=C2C1)C(=O)OC methyl 5-benzyl-3-((isoquinoline-3-carboxamido)methyl)-4,5-dihydroisoxazole-5-carboxylate